OCCCC1=C(C(=NC=C1)C(C)C)OC(=O)N1C(C(NCC1)C)C=1C2=C(NC(N1)=O)N=CC=C2 4-(3-hydroxypropyl)-2-isopropylpyridin-3-yl-2-oxo-1,2-dihydropyrido[2,3-d]pyrimidin-4-yl-3-methylpiperazine-1-carboxylate